3-{4-amino-5-bromo-2-chloropyrrolo[2,3-d]pyrimidin-7-yl}-5-[1-(2-phenylethyl)piperidin-4-yl]cyclopentane-1,2-diol NC=1C2=C(N=C(N1)Cl)N(C=C2Br)C2C(C(C(C2)C2CCN(CC2)CCC2=CC=CC=C2)O)O